5-[4-[2-[2-[(2R,6S)-4-[4-(5-amino-1H-indazol-3-yl)-2-pyridyl]-2,6-dimethyl-piperazin-1-yl]ethoxy]ethyl]piperazin-1-yl]-2-(2,6-dioxo-3-piperidyl)isoindoline-1,3-dione NC=1C=C2C(=NNC2=CC1)C1=CC(=NC=C1)N1C[C@H](N([C@H](C1)C)CCOCCN1CCN(CC1)C=1C=C2C(N(C(C2=CC1)=O)C1C(NC(CC1)=O)=O)=O)C